4-(hexahydropyrrolo[3,2-b]pyrrol-1(2H)-yl)-1-(5-(pyrimidin-2-yl)pyridin-2-yl)cyclohexan-1-ol hydrochloride Cl.N1(C2C(CC1)NCC2)C2CCC(CC2)(O)C2=NC=C(C=C2)C2=NC=CC=N2